tert-butyl (6-chloro-5-cyano-9H-pyrido[2,3-b]indol-8-yl)(methyl)carbamate ClC=1C(=C2C3=C(NC2=C(C1)N(C(OC(C)(C)C)=O)C)N=CC=C3)C#N